NC1=NC=C(C2=C1C(=C(N2C)C2=CC=C(C=C2)NC(C=C)=O)C2=CC(=C(C=C2)OC2CCCCC2)F)C#N N-(4-(4-amino-7-cyano-3-(4-(cyclohexyloxy)-3-fluorophenyl)-1-methyl-1H-pyrrolo[3,2-c]pyridin-2-yl)phenyl)acrylamide